3-Ethoxy-4-oxopiperidine-1-carboxylic acid tert-butyl ester C(C)(C)(C)OC(=O)N1CC(C(CC1)=O)OCC